C(C)(C)(C)OC(=O)NNCC(COC(C1=CC=CC=C1)=O)(C)C Benzoic acid [3-(2-tert-butoxycarbonylhydrazino)-2,2-dimethyl-propyl] ester